N-hydroxy-4-((2-((oxo-2-phenyl-4H-benzopyran-3-yl)oxy)acetamido)methyl)benzamide ONC(C1=CC=C(C=C1)CNC(COC1=C(OC2=C(C1=O)C=CC=C2)C2=CC=CC=C2)=O)=O